ethyl 5-methyl-4-oxo-7-(2-chlorophenyl)-4,7-dihydro-3H-pyrrolo[2,3-d]pyrimidine-6-carboxylate CC1=C(N(C=2N=CNC(C21)=O)C2=C(C=CC=C2)Cl)C(=O)OCC